R or S-6-(3-(imidazo[1,2-a]pyridin-3-yl)piperidin-1-yl)-2-isopropylpyrimidin-4-amine N=1C=C(N2C1C=CC=C2)[C@H]2CN(CCC2)C2=CC(=NC(=N2)C(C)C)N |o1:9|